FC1=C(C(=NC(N1)=O)F)F trifluoropyrimidone